Tetrahydro-2H-pyran-4-yl-(8-amino-7-fluoro-6-(5-hydroxy-4-methyl-6,7-dihydro-5H-cyclopenta[b]pyridin-3-yl)isoquinolin-3-yl)carbamate O1CCC(CC1)OC(NC=1N=CC2=C(C(=C(C=C2C1)C=1C(=C2C(=NC1)CCC2O)C)F)N)=O